N5-((6-cyclopropylimidazo[1,2-a]pyridin-2-yl)methyl)-1,2,4-thiadiazole-3,5-diamine C1(CC1)C=1C=CC=2N(C1)C=C(N2)CNC2=NC(=NS2)N